L-arginine hydrochloride monohydrochloride Cl.Cl.N[C@@H](CCCNC(N)=N)C(=O)O